CN(CCC1OC(OC1)C(C(CCCCCCCCCCCCC(=O)O)CCCCCCCCCCCC(=O)O)CCCCCCCCCCCC(=O)O)C.CCC(C(C(C)(C)C)=O)(C)C hexakis(methyl)butanone 1-(4-(2-(dimethylamino)ethyl)-1,3-dioxolan-2-yl)propane-1,2,3-triyl-tridodecanoate